3-[(3S)-4,4-difluorotetrahydrofuran-3-yl]-1-methyl-1-[[3-(3-pyridyl)-4-pyridyl]methyl]urea FC1([C@H](COC1)NC(N(CC1=C(C=NC=C1)C=1C=NC=CC1)C)=O)F